C(=O)O.ClC1=CC=C(C=N1)NC=1N=CC=C2C=CC=NC12 N-(6-chloropyridin-3-yl)-1,7-naphthyridin-8-amine formate